O(C1=CC=CC=C1)CCOC(C=C)=O 2-Phenoxyethyl-Acrylate